3,3-Dimethylpiperidin-4-one trifluoroacetate FC(C(=O)O)(F)F.CC1(CNCCC1=O)C